(2-(3,4-dichlorophenyl)oxazol-5-yl)methanol ClC=1C=C(C=CC1Cl)C=1OC(=CN1)CO